C(C)(C)(C)OC(=O)N([C@H](C(=O)[O-])CCC#N)C(=O)OC(C)(C)C (S)-2-(bis(t-butoxycarbonyl) amino)-4-cyanobutyrate